CN(S(=O)(=O)C)C1=C(C=NC=C1)[N+](=O)[O-] N-methyl-N-(3-nitropyridine-4-yl)methanesulfonamide